BrCCNC1=C(C(N(N=C1)C1OCCCC1)=O)Cl 5-((2-bromoethyl)amino)-4-chloro-2-(tetrahydro-2H-pyran-2-yl)pyridazin-3(2H)-one